BrC=1C=C(C(=NC1)C)CC1(CC1)C#N 1-((5-bromo-2-methylpyridin-3-yl)methyl)cyclopropane-1-carbonitrile